(R)-4-oxo-4-((1-oxo-1-((phenylmethyl-d2)amino)propan-2-yl)amino)butanoic acid-2,2,3,3-d4 O=C(C(C(C(=O)O)([2H])[2H])([2H])[2H])N[C@@H](C(NC([2H])([2H])C1=CC=CC=C1)=O)C